C(C)C=1C(NC2=CC(=CN=C2C1)CCl)=O 3-ethyl-7-(chloromethyl)-1,5-naphthyridin-2(1H)-one